FC=1C=C(C=C(C1C=1C=C2C(=NNC2=CC1[N+]#[C-])C1=CC=C2CCN(CC2=C1)C)C)CNC 1-(3-fluoro-4-(6-isocyano-3-(2-methyl-1,2,3,4-tetrahydroisoquinolin-7-yl)-1H-indazol-5-yl)-5-methylphenyl)-N-Methyl-methylamine